[Si](C1=CC=CC=C1)(C1=CC=CC=C1)(C(C)(C)C)OC[C@]12CCCN2C\C(\C1)=C/F (S,Z)-7a-(((tert-butyldiphenylsilyl)oxy)methyl)-2-(fluoromethylene)hexahydro-1H-pyrrolizine